6-(2-methoxyphenyl)-2-phenoxymethylimidazo[1,2-a]pyrimidine COC1=C(C=CC=C1)C=1C=NC=2N(C1)C=C(N2)COC2=CC=CC=C2